C(C=C)(=O)NC1=CC(=C(C(=O)O)C=C1)C(N(CC1=CC=CC=C1)CC1=CC=CC=C1)=O 4-acrylamido-2-(dibenzylcarbamoyl)benzoic acid